FC1(CCC(CC1)NC1=NC(=CC(=N1)C(=O)O)N1N=C(C=C1C)C)F 2-((4,4-difluorocyclohexyl)amino)-6-(3,5-dimethyl-1H-pyrazol-1-yl)pyrimidine-4-carboxylic acid